BrC1=CC(=C(C=C1)C1=NC(=NO1)C1=NC(=CC=C1)F)F 5-(4-bromo-2-fluoro-phenyl)-3-(6-fluoro-2-pyridyl)-1,2,4-oxadiazole